CC([Zn]C)C.[Zn] zinc dimethyl-(dimethylzinc)